(4,6-dichloropyridin-3-yl)(isoxazol-3-yl)methanone ClC1=C(C=NC(=C1)Cl)C(=O)C1=NOC=C1